FC(C(=O)O)(F)F.[Si](C1=CC=CC=C1)(C1=CC=CC=C1)(C(C)(C)C)OCCCN[C@H](CO)C (S)-2-((3-((tert-butyldiphenylsilyl)oxy)propyl)amino)propan-1-ol trifluoroacetate